tert-butyl (3S)-3-{[3-methyl-6-(trifluoromethyl)pyridin-2-yl]carbamoyl}-2-azabicyclo[2.2.1]heptane-2-carboxylate CC=1C(=NC(=CC1)C(F)(F)F)NC(=O)[C@H]1N(C2CCC1C2)C(=O)OC(C)(C)C